FC(F)(F)C1C(NC(C2=CC=CC=C12)=O)=O trifluoromethyl-isoquinoline-1,3-dione